COC1=C(NC2=CC=CC=C12)C(=O)O 3-methoxy-1H-indole-2-carboxylic acid